N-(4-fluoro-3-methylphenyl)-5-(2-(((1s,3s)-3-hydroxy-1-methylcyclobutyl)amino)-2-oxoacetyl)-1,4-dimethyl-2-(pyridin-3-yl)-1H-pyrrole-3-carboxamide FC1=C(C=C(C=C1)NC(=O)C1=C(N(C(=C1C)C(C(=O)NC1(CC(C1)O)C)=O)C)C=1C=NC=CC1)C